3-[4-(1,3-benzothiazol-2-yloxy)-3-methoxyphenyl]-1-phenylpropan-1-one S1C(=NC2=C1C=CC=C2)OC2=C(C=C(C=C2)CCC(=O)C2=CC=CC=C2)OC